N1C(NC(C12CCCCC2)=O)=O 1,3-diazaspiro[4.5]decane-2,4-dione